7-(trifluoromethyl)-5,11-dihydrodibenzo[b,e][1,4]oxazepine FC(C1=CC2=C(OCC3=C(N2)C=CC=C3)C=C1)(F)F